3-((1R,3R)-1-(2,6-difluoro-4-((1-(3-fluoropropyl)azetidin-3-yl)amino)phenyl)-7-fluoro-3-methyl-3,4-dihydro-1H-pyrido[3,4-b]indol-2(9H)-yl)-2,2-difluoropropan-1-ol FC1=C(C(=CC(=C1)NC1CN(C1)CCCF)F)[C@H]1N([C@@H](CC2=C1NC1=CC(=CC=C21)F)C)CC(CO)(F)F